2-(4-cyanophenyl)-N-((2S)-5-hydroxy-1-oxo-1-(((2S)-6,6,6-trifluoro-1-hydroxyl-(thiazol-2-yl)hexan-2-yl)amino)hexan-2-yl)thiazole-5-carboxamide C(#N)C1=CC=C(C=C1)C=1SC(=CN1)C(=O)N[C@H](C(N[C@H](C(O)C=1SC=CN1)CCCC(F)(F)F)=O)CCC(C)O